2-(((3R,4S)-4-(4-cyano-2-methoxyphenoxy)-3-hydroxy-3-(hydroxymethyl)pyrrolidin-1-yl)sulfonyl)-5-(trifluoromethyl)benzonitrile C(#N)C1=CC(=C(O[C@@H]2[C@@](CN(C2)S(=O)(=O)C2=C(C#N)C=C(C=C2)C(F)(F)F)(CO)O)C=C1)OC